4,5-dihydro-7H-thieno[2,3-c]pyran-7-yl-N-methyl-methylamine triflate OS(=O)(=O)C(F)(F)F.S1C=CC2=C1C(OCC2)N(C)C